4-((2S,5R)-4-(((S)-2,2-difluorocyclopropyl)(4-(trifluoromethyl)phenyl)methyl)-2,5-dimethylpiperazin-1-yl)-1-(((S)-tetrahydrofuran-2-yl)methyl)-1H-[1,2,4]triazolo[3,4-b]purine FC1([C@@H](C1)C(N1C[C@@H](N(C[C@H]1C)C=1C=2N=CN(C2N2C(N1)=NN=C2)C[C@H]2OCCC2)C)C2=CC=C(C=C2)C(F)(F)F)F